O=C1NC(CCC1C1=CC=C(C=C1)C1(CCN(CC1)C(=O)OC(C)(C)C)O)=O tert-butyl 4-(4-(2,6-dioxopiperidin-3-yl)phenyl)-4-hydroxypiperidine-1-carboxylate